5-chloro-1-(3-(difluoromethoxy)-5-((S*)-3,3,3-trifluoro-2-methylpropyl)pyridin-2-yl)-2-ethyl-N-(((1r,4S)-4-(methylsulfonyl)cyclohexyl)methyl)-1H-imidazole-4-carboxamide ClC1=C(N=C(N1C1=NC=C(C=C1OC(F)F)C[C@@H](C(F)(F)F)C)CC)C(=O)NCC1CCC(CC1)S(=O)(=O)C |o1:17|